(S)-N-(1-cyclobutyl-6-(2-hydroxypropan-2-yl)-1H-benzo[d]imidazol-2-yl)-2,3-dimethylbutanamide C1(CCC1)N1C(=NC2=C1C=C(C=C2)C(C)(C)O)NC([C@H](C(C)C)C)=O